cyclopentyl [(2ξ)-4,4,4-trifluorobutan-2-yl]carbamate FC(CC(C)NC(OC1CCCC1)=O)(F)F